6-((2-((4aS,7aR)-hexahydropyrrolo[3,4-b][1,4]oxazin-6(2H)-yl)-1H-benzo[d]imidazol-1-yl)methyl)nicotinonitrile hydrochloride Cl.O1[C@H]2[C@@H](NCC1)CN(C2)C2=NC1=C(N2CC2=NC=C(C#N)C=C2)C=CC=C1